ClC1=CC=C(C=N1)COC1=CC=CC(=N1)C1=CC(=C(C=C1F)CC=1N(C2=C(N1)C=CC(=C2)C(=O)OC)C2COCC2(C)C)F Methyl 2-[[4-[6-[(6-chloro-3-pyridyl)methoxy]-2-pyridyl]-2,5-difluoro-phenyl]methyl]-3-(4,4-dimethyltetrahydrofuran-3-yl)benzimidazole-5-carboxylate